C1(CCCCC1)C1=C(C=NC=2N1N=CC2)NC(=O)NC=2C=C(C(=NC2)C2=NOC(=N2)CCCCC(=O)NC=2C=C1CN(C(C1=CC2)=O)C2C(NC(CC2)=O)=O)C 5-[3-[5-[(7-cyclohexylpyrazolo[1,5-a]pyrimidin-6-yl)carbamoylamino]-3-methyl-2-pyridyl]-1,2,4-oxadiazol-5-yl]-N-[2-(2,6-dioxo-3-piperidyl)-1-oxo-isoindolin-5-yl]pentanamide